ClC1=CC=C(C=C1)C1=CC(=NC=C1OCC1CC1)C(=O)O 4-(4-chlorophenyl)-5-(cyclopropylmethoxy)pyridine-2-carboxylic acid